(S)-1-((5-(3-amino-3-(thiazol-2-ylmethyl)piperidin-1-yl)-2-(3,4-difluorophenyl)pyridin-4-yl)methyl)-1H-imidazo[4,5-c]pyridin-4-amine N[C@]1(CN(CCC1)C=1C(=CC(=NC1)C1=CC(=C(C=C1)F)F)CN1C=NC=2C(=NC=CC21)N)CC=2SC=CN2